4-((5-chloro-4-(1-isopropyl-1H-pyrazol-4-yl)pyrimidin-2-yl)amino)-N-ethyl-3-methoxy-N-methylbenzamide ClC=1C(=NC(=NC1)NC1=C(C=C(C(=O)N(C)CC)C=C1)OC)C=1C=NN(C1)C(C)C